(S)-N1-(5-methyl-7-(4-(methyl-sulfonamido)but-1-yn-1-yl)-4-oxo-2,3,4,5-tetrahydrobenzo[b][1,4]oxazepin-3-yl)-N2-phenethyloxalamide CN1C2=C(OC[C@@H](C1=O)NC(C(=O)NCCC1=CC=CC=C1)=O)C=CC(=C2)C#CCCNS(=O)(=O)C